5-ethylsulfanyl-N-methyl-6-[3-methyl-6-(trifluoromethyl)imidazo[4,5-c]pyridin-2-yl]pyridin-3-amine C(C)SC=1C=C(C=NC1C1=NC2=C(C=NC(=C2)C(F)(F)F)N1C)NC